N1,N2-bis(1-naphthylmethyl)-oxalamide C1(=CC=CC2=CC=CC=C12)CNC(C(=O)NCC1=CC=CC2=CC=CC=C12)=O